COC1=C(C=C2C=CN=C(C2=C1)OC[C@@H]1[C@H]2C([C@H]2C(N1)=O)COC)C(=O)N 7-methoxy-1-{[(1s,2s,5s)-6-(methoxymethyl)-4-oxo-3-azabicyclo[3.1.0]hex-2-yl]methoxy}isoquinoline-6-carboxamide